ClC1=NC(=CC(=C1)C(C12CC(C1)(C2)C(=O)O)(F)F)N2CCN(CC2)S(=O)(=O)C2=CC=C(C=C2)N2C(C[C@H](C2)NC(=O)OC(C)(C)C)=O 3-[[2-Chloro-6-[4-[4-[(4R)-4-(tert-butoxycarbonylamino)-2-oxo-pyrrolidin-1-yl]phenyl]sulfonylpiperazin-1-yl]-4-pyridyl]-difluoro-methyl]bicyclo[1.1.1]pentane-1-carboxylic acid